4-allyl 1-benzyl (tert-butoxycarbonyl)-L-aspartate C(C)(C)(C)OC(=O)N[C@@H](CC(=O)OCC=C)C(=O)OCC1=CC=CC=C1